N=1N=CN(C1)CCOC=1C=CC(=C2C=C(N=CC12)NC1=NC(=NC=C1)N1C[C@H]([C@H](CC1)OC([2H])([2H])[2H])F)C(C)C 8-(2-(4H-1,2,4-triazol-4-yl)ethoxy)-N-(2-((3R,4S)-3-fluoro-4-(methoxy-d3)piperidin-1-yl)pyrimidin-4-yl)-5-isopropylisoquinolin-3-amine